2-(1,2-bis((benzyloxy)carbonyl)hydrazino)-2-methylpropanoic acid C(C1=CC=CC=C1)OC(=O)N(NC(=O)OCC1=CC=CC=C1)C(C(=O)O)(C)C